[1,1':3',1'':3'',1''':3''',1''''-quinquephenyl]-2''-amine C1(=CC=CC=C1)C1=CC(=CC=C1)C1=C(C(=CC=C1)C1=CC(=CC=C1)C1=CC=CC=C1)N